Tert-butyl (R)-4-(6-((4-cyano-2-fluorobenzyl)oxy)pyridin-2-yl)-2-(methoxymethyl)piperazin-1-formate C(#N)C1=CC(=C(COC2=CC=CC(=N2)N2C[C@@H](N(CC2)C(=O)OC(C)(C)C)COC)C=C1)F